OC1=C(C=C(C=C1OC)C=O)I 4-hydroxy-3-iodo-5-methoxybenzenecarboaldehyde